1,1,1,2-tetrafluoro-2-iodoethane FC(C(I)F)(F)F